OC1=CC=C(C=2OC3=CC=CC=C3C(C2O)=O)C=C1 4'-hydroxyflavonol